(1S,3S)-N1-(5-iodopyridin-2-yl)-N3-(6-methyl-1,2,4-triazin-3-yl)cyclopentane-1,3-diamine IC=1C=CC(=NC1)N[C@@H]1C[C@H](CC1)NC=1N=NC(=CN1)C